4-(1-isopropyl-1H-pyrrolo[2,3-c]pyridin-3-yl)pyrimidin-2-amine C(C)(C)N1C=C(C=2C1=CN=CC2)C2=NC(=NC=C2)N